(-)-3-Methyl-4-((3-((4-methylphenyl)sulfonamido)benzofuran-2-yl)(m-tolyl)methyl)-1-phenyl-1H-pyrazol-5-yl acetate C(C)(=O)OC1=C(C(=NN1C1=CC=CC=C1)C)C(C=1C=C(C=CC1)C)C=1OC2=C(C1NS(=O)(=O)C1=CC=C(C=C1)C)C=CC=C2